Cl.Cl.NC(C(=O)ON1CC2=CC=CC=C2C=C1)C(C)C Isoquinolin-2-yl 2-amino-3-methylbutanoate dihydrochloride